5-[4-{[(1-Hydroxycyclobutyl)methyl]amino}-3-(trifluoromethyl)phenyl]-3,6-dihydro-2H-1,3,4-oxadiazin-2-one OC1(CCC1)CNC1=C(C=C(C=C1)C1=NNC(OC1)=O)C(F)(F)F